N4-(2-(6-methylpyridin-2-yl)pyrimidin-4-yl)-N2-(4-(1-(oxetan-3-yl)-1H-pyrazol-4-yl)phenyl)pyrimidine-2,4-diamine CC1=CC=CC(=N1)C1=NC=CC(=N1)NC1=NC(=NC=C1)NC1=CC=C(C=C1)C=1C=NN(C1)C1COC1